C(C1=CC=CC=C1)OC1=NC(=CC=C1C1=NN(C2=CC(=CC=C12)N[C@@H]1[C@@H](CC2(CN(C2)C(=O)OC(C)(C)C)CC1)C)C)OCC1=CC=CC=C1 tert-butyl (6R,7S)-7-((3-(2,6-bis(benzyloxy)pyridin-3-yl)-1-methyl-1H-indazol-6-yl)amino)-6-methyl-2-azaspiro[3.5]nonane-2-carboxylate